C1(CC1)CNC(=O)N1CCN(C2=CC=CC=C12)C1=CC=C(C=C1)F N-(Cyclopropylmethyl)-4-(4-fluorophenyl)-3,4-dihydroquinoxaline-1(2H)-carboxamide